3-Cyano-2-methoxy-N-[1-(1-methylpyrazol-4-yl)indazol-6-yl]benzamide C(#N)C=1C(=C(C(=O)NC2=CC=C3C=NN(C3=C2)C=2C=NN(C2)C)C=CC1)OC